lithium 4-{[6-(5-chloro-2-fluorophenyl)pyridazin-4-yl]amino}-1-{[2-(trimethylsilyl)ethoxy]methyl}-1H-pyrrolo[2,3-b]pyridine-2-carboxylate ClC=1C=CC(=C(C1)C1=CC(=CN=N1)NC1=C2C(=NC=C1)N(C(=C2)C(=O)[O-])COCC[Si](C)(C)C)F.[Li+]